ethyl 3-(2-(4-oxo-5-((2-(trimethylsilyl)ethoxy) methyl)-4,5-dihydro-1H-pyrazolo[3,4-d]pyridazin-1-yl)ethoxy)propanoate O=C1C2=C(C=NN1COCC[Si](C)(C)C)N(N=C2)CCOCCC(=O)OCC